C(CCC)SC1=NC(=CC(=N1)O)C(F)(F)F 2-(n-butylthio)-4-hydroxy-6-(trifluoromethyl)pyrimidine